methyl 1-(4-cyclopropylbenzoyl)-4-[2-(N-(3,3-difluorocyclohexyl) anilino)-2-oxo-ethyl]piperidine-4-carboxylate C1(CC1)C1=CC=C(C(=O)N2CCC(CC2)(C(=O)OC)CC(=O)N(C2=CC=CC=C2)C2CC(CCC2)(F)F)C=C1